C(C)(C)(C)OC(=O)N1C(O[C@H](C1)[C@@H](CCl)O)=O (5R)-5-[(1S)-2-chloro-1-hydroxy-ethyl]-2-oxo-oxazolidine-3-carboxylic acid tert-butyl ester